C(C1=CC=CC=C1)NC(N(C1=CC=C(C=C1)CCOC)[C@@H]1CC[C@H](CC1)NC1=NC=C(C=C1)C#N)=O 3-benzyl-1-(trans-4-((5-cyanopyridin-2-yl)amino)-cyclohexyl)-1-(4-(2-methoxyethyl)phenyl)urea